12,12-dimethyl-10-phenyl-7-(4-diphenylamino-phenyl)-10,12-dihydroindeno[2,1-b]carbazole CC1(C2=C(C=C3N=C4C=CC=CC4=C13)C(=C1C=CC(C=C12)C1=CC=CC=C1)C1=CC=C(C=C1)N(C1=CC=CC=C1)C1=CC=CC=C1)C